CN(C=1N=C(C(=NC1CC)C(=O)N)NC1=CC(=CC(=C1)OCCCNC([C@H](C)NC)=O)F)C (S)-5-(dimethylamino)-6-ethyl-3-((3-fluoro-5-(3-(2-(methylamino)propanamido)propoxy)phenyl)amino)pyrazine-2-carboxamide